C1(CC1)C1=NC=NC(=C1C=1N=C(C2=C(N1)CCN(C2)C#N)NCC2=C(C=C(C=C2)C=2N(C=C(N2)C(F)(F)F)C(C)C)F)OC 2-(4-cyclopropyl-6-methoxypyrimidin-5-yl)-4-((2-fluoro-4-(1-isopropyl-4-(trifluoromethyl)-1H-imidazol-2-yl)benzyl)amino)-7,8-dihydropyrido[4,3-d]pyrimidine-6(5H)-carbonitrile